BrC1=C2C=C(N(C2=CC=C1)CC(F)(F)F)C1=NC(=NO1)CNC(OCC1=CC=CC=C1)=O benzyl ((5-(4-bromo-1-(2,2,2-trifluoroethyl)-1H-indol-2-yl)-1,2,4-oxadiazol-3-yl)methyl)carbamate